O(C(=O)C)C1C2=CC=CC=C2C=2C=CC=CC2C1 9-acetoxyl-9,10-dihydrophenanthrene